C(C)(=O)C1=CN=C(S1)N 5-acetylthiazol-2-amine